2-hydroxy-5-(hydroxymethyl)benzoic acid OC1=C(C(=O)O)C=C(C=C1)CO